ethyl 2-(6-bromo-8-chloro-imidazo[1,5-a]pyridin-3-yl)thiazole-5-carboxylate BrC=1C=C(C=2N(C1)C(=NC2)C=2SC(=CN2)C(=O)OCC)Cl